C(C1=CC=CC=C1)OC=1C=C(CBr)C=C(C1C(C)C)OCC1=CC=CC=C1 3,5-dibenzyloxy-4-isopropylbenzyl bromide